piperidin-1-yl-7-oxoheptanamide N1(CCCCC1)C(C(=O)N)CCCCC=O